FC(C1=C(C=C(C(=C1)C)F)CC(=O)O)F 2-(difluoromethyl)-5-fluoro-4-methyl-phenylacetic acid